2-[4,5-Dihydro-4-methyl-4-(1-methylethyl)-5-oxo-1H-imidazol-2-yl]-5-(methoxymethyl)-3-pyridinecarboxylic acid CC1(N=C(NC1=O)C1=NC=C(C=C1C(=O)O)COC)C(C)C